6-iodo-4-hydroxyquinoline IC=1C=C2C(=CC=NC2=CC1)O